C(C)OC(C[C@@H](C1=C2CCN(CC2=CC=C1)C(=O)OC(C)(C)C)C1=CC2=C(N(N=N2)C)C(=C1)OC)=O (R)-3-(7-methoxy-1-methyl-1H-benzo[d][1,2,3]triazol-5-yl)-3-(N-Boc-1,2,3,4-tetrahydroisoquinolin-5-yl)propionic acid ethyl ester